CNC=1N=CC(=C2C=C(N=CC12)NC(=O)C1CC1)C#C[Si](C)(C)C N-(8-(methylamino)-5-((trimethylsilyl)ethynyl)-2,7-naphthyridin-3-yl)cyclopropanecarboxamide